N-(4-(4-Amino-1-(2-fluoroethyl)-1H-pyrazolo[3,4-d]pyrimidin-3-yl)phenyl)-2-(5-Chloropyridin-2-yl)-6-isopropyl-3-oxo-2,3-dihydropyridazine-4-carboxamide NC1=C2C(=NC=N1)N(N=C2C2=CC=C(C=C2)NC(=O)C=2C(N(N=C(C2)C(C)C)C2=NC=C(C=C2)Cl)=O)CCF